Cl.N1CC(C1)O 3-azetidinol hydrochloride